FC1(CN(CC[C@H]1NC1=NN2C(C(=N1)OC(F)(F)F)=C(C=C2)C=2C=C1N=CC=NC1=CC2)C(C)=O)F (R)-1-(3,3-difluoro-4-((5-(quinoxalin-6-yl)-4-(trifluoromethoxy)pyrrolo[2,1-f][1,2,4]triazin-2-yl)amino)piperidin-1-yl)ethan-1-one